C(C#CC)(=O)N1CC(C1)(C1=C(C(=CC=C1)Cl)C)NC1=CC=C2C=CN(C(C2=C1)=O)C 7-((1-(but-2-ynoyl)-3-(3-chloro-2-methylphenyl)azetidin-3-yl)amino)-2-methylisoquinolin-1(2H)-one